(S)-1-(benzyloxy)-3-(1-cyclopropyl-2-iodoethyl)benzene C(C1=CC=CC=C1)OC1=CC(=CC=C1)[C@@H](CI)C1CC1